C(C)(C)OC1=CC=C(CNC(=O)C=2SC(=CC2)S(NC)(=O)=O)C=C1 N-(4-isopropoxybenzyl)-5-(N-methylsulfamoyl)thiophene-2-carboxamide